N[C@]12[C@H](CN(C1)C([C@H](C)N)=O)CCCB(OC2=O)OC(C)C (6aS,9aR)-9a-amino-8-((S)-2-aminopropanoyl)-3-isopropoxyoctahydro-[1,2]oxaborocino{6,7-c}pyrrol-1{3H}one